1,5-dichloro-n-pentane ClCCCCCCl